5-(4-trifluoromethoxyphenyl)-4H-1,2,4-triazole FC(OC1=CC=C(C=C1)C=1NC=NN1)(F)F